N-methyl-3-(1-methyl-1H-pyrazol-4-yl)-5-nitrobenzenesulfonamide CNS(=O)(=O)C1=CC(=CC(=C1)[N+](=O)[O-])C=1C=NN(C1)C